CC1=C(CCNCC=2C=C(C=3N(C2)C=CN3)C=3C=C2CN(C(C2=CC3)=O)C3C(NC(CC3)=O)=O)C=CC=C1 3-(5-(6-(((2-methyl-phenethyl)amino)methyl)imidazo[1,2-a]pyridin-8-yl)-1-oxoisoindolin-2-yl)piperidine-2,6-dione